(R*)-1-(5H-benzo[2,3][1,4]dioxepino[5,6-c]pyridin-5-yl)-N-methylmethanamine C1=NC=CC2=C1OC1=C(O[C@H]2CNC)C=CC=C1 |o1:10|